4-methyl-2-(3-methylbutyl-oxy)-1-pentanol CC(CC(CO)OCCC(C)C)C